ClC=1C=C(C(=C(C1)C1(COC1)O)C#CC)C 3-(5-chloro-3-methyl-2-(prop-1-yn-1-yl)phenyl)oxetan-3-ol